nickel copper titanium hafnium [Hf].[Ti].[Cu].[Ni]